NC1=C(C(N(C2=CC(=C(C=C12)F)F)C1=CC=CC=C1)=O)C#N 4-Amino-6,7-difluoro-2-oxo-1-phenyl-1,2-dihydroquinoline-3-carbonitrile